[4-(2-hydroxy-ethylsulfanyl)-phenyl]-p-tolyl-methanone OCCSC1=CC=C(C=C1)C(=O)C1=CC=C(C=C1)C